2-[2-(3,4-difluoro-2-methoxy-phenoxy)-5-fluoro-4-(trifluoromethyl)phenyl]-6-methyl-3-(methylsulfonimidoyl)-1H-pyridin-4-one FC=1C(=C(OC2=C(C=C(C(=C2)C(F)(F)F)F)C=2NC(=CC(C2S(=O)(=N)C)=O)C)C=CC1F)OC